ClC=1C=C(C=CC1)NC(NC1=C(C(=O)NCCCO)C=CC=C1)=O 2-[3-(3-chlorophenyl)ureido]-N-(3-hydroxy-propyl)benzamide